methylnaphthalene-4-propionate COC(CCC1=CC=CC2=CC=CC=C12)=O